(2Z)-2-fluoro-3-[7-fluoro-1-(oxan-2-yl)indazol-6-yl]-N-(5-fluoro-2,4-dimethylpyridin-3-yl)prop-2-enamide F\C(\C(=O)NC=1C(=NC=C(C1C)F)C)=C/C1=CC=C2C=NN(C2=C1F)C1OCCCC1